C(C1=CC=CC=C1)SC1=CC=C(NC)C=C1 4-(benzylsulfanyl)-N-methylaniline